tert-butyl N-[2-(4,4-dimethylcyclohexen-1-yl)-6-(1-ethyl-2,2,6,6-tetramethyl-4-piperidyl)-3-pyridyl]carbamate CC1(CC=C(CC1)C1=NC(=CC=C1NC(OC(C)(C)C)=O)C1CC(N(C(C1)(C)C)CC)(C)C)C